1,1-difluoro-2-methylpropene FC(=C(C)C)F